C(C)[C@]1(C(OCC=2C(N3CC=4C(=NC=5C=C(C(=C6C5C4C(CC6)(C)CO)C)F)C3=CC21)=O)=O)O (9S)-9-Ethyl-5-fluoro-9-hydroxy-1-(hydroxymethyl)-1,4-dimethyl-2,3,12,15-tetrahydrobenzo[de]pyrano[3',4':6,7]indolizino[1,2-b]quinoline-10,13(1H,9H)-dione